3-phenethyl-4,5-dihydroisoxazole-5-carboxamide C(CC1=CC=CC=C1)C1=NOC(C1)C(=O)N